CC=1N=C2SC(=NN2C1C#N)N1C(=NC2=C1CCC2)C2=NC(=CC=C2)C 6-methyl-2-(2-(6-methylpyridin-2-yl)-5,6-dihydrocyclopenta[d]Imidazol-1(4H)-yl)imidazo[2,1-b][1,3,4]Thiadiazole-5-carbonitrile